C1(CCCC1)N1CCC(CC1)C=1C(=NC(=NC1)NC1=CC(=NC=C1)C)N[C@@H]1CC[C@H](CC1)O trans-4-((5-(1-cyclopentylpiperidin-4-yl)-2-((2-methylpyridin-4-yl)amino)pyrimidin-4-yl)amino)cyclohexan-1-ol